trans-3-methoxy-cyclobutylamine CO[C@@H]1C[C@H](C1)N